C(C)(C)(C)N=C=O tertButyl isocyanate